C(C)(C)(C)OC(=O)NC1=CC=C(C=N1)C1=CC=C(C(=O)O)C=C1 4-(6-((tert-Butoxycarbonyl)amino)pyridin-3-yl)benzoic acid